C1(=CC(=CC=C1)N=C=O)N=C=O 1,3-Phenylene diisocyanate